N-cyclobutyl-5-(3-methylimidazo[1,2-a]pyrimidin-6-yl)pyrrolo[2,1-f][1,2,4]triazin-2-amine C1(CCC1)NC1=NN2C(C=N1)=C(C=C2)C=2C=NC=1N(C2)C(=CN1)C